thiophosphorate P([O-])([O-])([O-])=S